C(C)C(COCCC)(CC)O[La+2] (2-ethyl-1-n-propoxy-2-butoxy)lanthanum (III)